CS(=O)(=O)OCC1=NC(=NC=C1)C(=C)OCC (2-(1-ethoxy vinyl)pyrimidin-4-yl)methyl methanesulfonate